N-[(1S)-1-(5-cyano-3-fluoropyridin-2-yl)ethyl]-2-(5-cyano-4-methyl-2-oxo-1H-1,6-naphthyridin-3-yl)-2,2-difluoroacetamide C(#N)C=1C=C(C(=NC1)[C@H](C)NC(C(F)(F)C=1C(NC2=CC=NC(=C2C1C)C#N)=O)=O)F